N-[rac-(1S)-2-[2-(3-amino-3-oxo-propyl)-2-(2-chloro-2-fluoro-acetyl)hydrazino]-1-(cyclopropylmethyl)-2-oxo-ethyl]-1H-indole-2-carboxamide NC(CCN(NC([C@H](CC1CC1)NC(=O)C=1NC2=CC=CC=C2C1)=O)C(C(F)Cl)=O)=O |r|